N-(3-fluoro-4-(4-((5-(3-methoxy-pyrrolidin-1-yl)pyridin-2-yl)amino)-5-oxo-5,6-dihydro-1,6-naphthyridin-2-yl)phenyl)cyclohexane-carboxamide FC=1C=C(C=CC1C1=NC=2C=CNC(C2C(=C1)NC1=NC=C(C=C1)N1CC(CC1)OC)=O)NC(=O)C1CCCCC1